C(\C=C/C(=O)OCCCCCC)(=O)OCCCCCC dihexyl (Z)-but-2-enedioate